C(C)(C)(C)OC(=O)N1CC(N(CC1)C1=NC=CC(=C1)C=1C(=C(C=C(C1)F)C1=CC(=C(C=C1)N1C(N(C=C1)C)=O)Cl)OC)=O 4-(4-(3'-chloro-5-fluoro-2-methoxy-4'-(3-methyl-2-oxo-2,3-dihydro-1H-imidazol-1-yl)-[1,1'-biphenyl]-3-yl)pyridin-2-yl)-3-oxopiperazine-1-carboxylic acid tert-butyl ester